C(C)[C@H]1[C@@H](C1)N trans-2-ethylcyclopropane-1-amine